C(C)C1(CC=CC=C1)CC(=O)O.COC=1C=C(C=C(C1)OC)C=CC1=CC=C(C=C1)O 3,5-Dimethoxy-4'-Hydroxystilbene 1-ethyl-phenylacetate